ClC1=CC(=C(C=C1)[C@@H](C(=O)C1=CNC2=CC=C(C=C12)OC(F)(F)F)NC1=CC(=CC(=C1)S(=O)(=O)C)OC)OC (S)-2-(4-chloro-2-methoxyphenyl)-2-((3-methoxy-5-(methylsulfonyl)-phenyl)amino)-1-(5-(trifluoromethoxy)-1H-indol-3-Yl)ethanone